Hydroxycarboxamide OC(=O)N